C(#N)N1[C@H]2[C@@H](C[C@@H]1CC2)NC(=O)N2C(CCC2)C2=C(C(=CC=C2)Cl)Cl N-((1R,2R,4S)-7-cyano-7-azabicyclo[2.2.1]heptan-2-yl)-2-(2,3-dichlorophenyl)-1-pyrrolidinecarboxamide